4-(3,5-difluoro-2-(trifluoromethyl)phenyl)-5,6-dihydropyridine-1(2H)-carboxylic acid tert-butyl ester C(C)(C)(C)OC(=O)N1CC=C(CC1)C1=C(C(=CC(=C1)F)F)C(F)(F)F